FC=1C=C(C(=NC1)C=1C=NC=2CCN(CC2C1)C=1C(=CC=2N(N1)C(C=CN2)=O)C)C 7-(3-(5-fluoro-3-methylpyridin-2-yl)-7,8-dihydro-1,6-naphthyridin-6(5H)-yl)-8-methyl-4H-pyrimido[1,2-b]pyridazin-4-one